ClC1=CC(OC12CCN(CC2)C2=NC(=C(C#N)C(=C2)N2CC(C2)N2CCNCC2)C(F)(F)F)C 6-(4-Chloro-2-methyl-1-oxa-8-azaspiro[4.5]dec-3-en-8-yl)-4-(3-(piperazin-1-yl)azetidin-1-yl)-2-(trifluoromethyl)nicotinonitrile